CS(=O)(=O)C1=CC=C(CNC(=O)C=2C(N(C(=C(C2)C=2OC(=NN2)COC)C)C2=CC(=CC=C2)C(F)(F)F)=O)C=C1 5-(5-methoxymethyl-[1,3,4]oxadiazol-2-yl)-6-methyl-2-oxo-1-(3-trifluoromethylphenyl)-1,2-dihydro-pyridine-3-carboxylic acid 4-methanesulfonyl-benzylamide